C(#N)N1CC(CC1)N1C(N(C2=CC=C(C=C2C1=O)S(=O)(=O)NC1(CC1)C)CC1(CC1)C)=O 3-(1-cyanopyrrolidin-3-yl)-N-(1-methylcyclopropyl)-1-((1-methylcyclopropyl)methyl)-2,4-dioxo-1,2,3,4-tetrahydroquinazoline-6-sulfonamide